2-(6-Bromo-4-oxoquinazolin-3(4H)-yl)-2-(6,7-dihydro-5H-pyrrolo[1,2-c]imidazol-1-yl)-N-(thiazol-2-yl)acetamide BrC=1C=C2C(N(C=NC2=CC1)C(C(=O)NC=1SC=CN1)C1=C2N(C=N1)CCC2)=O